2-(3-((2-(trifluoromethyl)phenoxy)methyl)pyrrolidin-1-yl)pyrimidine-4-carboxylic acid FC(C1=C(OCC2CN(CC2)C2=NC=CC(=N2)C(=O)O)C=CC=C1)(F)F